N1CC(CCC1)C(=O)C1=C(N)C=CC=C1 2-(piperidine-3-carbonyl)aniline